N,N-dimethylol-3,4-dioleylbenzoxybenzylamine C(O)N(CO)C(C1=CC=CC=C1)OCC1=CC(=C(C=C1)CCCCCCCC\C=C/CCCCCCCC)CCCCCCCC\C=C/CCCCCCCC